ClC1=CC(=C(C=C1)C1=NN2C(CN(CC2)C(C=C)=O)=C1C1=C2C(=NC=C1)NC=C2F)F 1-[2-(4-chloro-2-fluorophenyl)-3-(3-fluoro-1H-pyrrolo[2,3-b]pyridin-4-yl)-6,7-dihydropyrazolo[1,5-a]pyrazin-5(4H)-yl]prop-2-en-1-one